NC[C@@H](O)C=1C=CC(=NC1)C1=C(C=C(C#N)C=C1)OC1=NC(=NC(=C1)N1C[C@@H](O[C@@H](C1)C)C)C 4-[5-[(1S)-2-amino-1-hydroxyethyl]pyridin-2-yl]-3-[6-[(2S,6R)-2,6-dimethylmorpholin-4-yl]-2-methylpyrimidin-4-yl]oxybenzonitrile